(S)-2-(4-(6-((5-chloropyridin-2-yl)methoxy)pyridin-2-yl)-2,5-difluorobenzyl)-3-(oxetan-2-ylmethyl)-3H-imidazo[4,5-b]pyridine-5-carboxylic acid ClC=1C=CC(=NC1)COC1=CC=CC(=N1)C1=CC(=C(CC2=NC=3C(=NC(=CC3)C(=O)O)N2C[C@H]2OCC2)C=C1F)F